benzonaphthofuran C1=COC2=C1C1=C(C=CC=3C=CC=CC13)C=C2